[Si](C)(C)(C(C)(C)C)C#CC1=CC(=C(C=N1)C1=CC2=C(N=CN=C2C)N1C)C 6-(6-((Tert-Butyldimethylsilanyl)ethynyl)-4-methylpyridin-3-yl)-4,7-dimethyl-7H-pyrrolo[2,3-d]pyrimidine